4-(2-Amino-2-methylpropanoyl)-N-(1-(4-(3-(exo-6-amino-3-azabicyclo[3.1.0]hexan-3-yl)propyl)phenyl)-2-oxo-1,2-dihydropyrimidin-4-yl)piperazine-1-carboxamide Hydrochloride Salt Cl.NC(C(=O)N1CCN(CC1)C(=O)NC1=NC(N(C=C1)C1=CC=C(C=C1)CCCN1CC2C(C2C1)N)=O)(C)C